(R)-N-(1-(3-amino-5-(trifluoromethyl)phenyl)ethyl)-6-(3,6-dihydro-2H-pyran-4-yl)-7-methoxy-2-methylpyrido[2,3-d]pyrimidin-4-amine NC=1C=C(C=C(C1)C(F)(F)F)[C@@H](C)NC=1C2=C(N=C(N1)C)N=C(C(=C2)C=2CCOCC2)OC